C(C)(C)(CC)C1=CC=C(C=C1)O para-tert-amylphenol